3'-fluorospiro[1,3-dioxolane-2,5'-6,7-dihydro-4H-benzothiophene]-2'-carboxylic acid FC1=C(SC2=C1CC1(CC2)OCCO1)C(=O)O